CC(C(O)C1=CC=C(C=C1)C1OC=C(N=N1)C1=CC=CC=C1)C 2-methyl-1-(4-(5-phenyl-1,3,4-oxadiazin-2-yl)phenyl)propanol